FC=1C=C(C=C(C1)F)[C@@H]1N(OCC1)C1=CC(=NC=N1)NC1=CC(=C(C=C1)N1CCC(CC1)N1CCN(CC1)C)S(=O)(=O)C (R)-6-(3-(3,5-difluorophenyl)isoxazolidin-2-yl)-N-(4-(4-(4-methylpiperazin-1-yl)piperidin-1-yl)-3-(methylsulfonyl)phenyl)pyrimidin-4-amine